CC(C(=O)O[C@H](C(OC(C)C)=O)C)(C)C (-)-(2S)-1-oxo-1-(2-n-propoxy)-2-n-propyl 2,2-dimethylpropionate